C(C)(C)C1=C(NC2=CC=C(C=C12)C1CCN(CC1)CCS(=O)(=O)C)C=1C=C(C=2N(C1)C=NN2)C 6-(3-isopropyl-5-(1-(2-(methylsulfonyl)ethyl)piperidin-4-yl)-1H-indol-2-yl)-8-methyl-[1,2,4]triazolo[4,3-a]pyridine